N[C@H]1CN(CCC1)C(=O)C1=NN(C(=C1)C1=CC=C(C#N)C=C1)C1=CC=C(C=C1)C (R)-4-(3-(3-Aminopiperidin-1-carbonyl)-1-(p-tolyl)-1H-pyrazol-5-yl)benzonitril